4-(2-fluorophenyl)butan-2-amine FC1=C(C=CC=C1)CCC(C)N